C1(CC1)C=1SC=2C(N(C=3N(C2N1)N=CC3C3CC3)CC(=O)NC3=NC=C(C=C3)F)=O 2-(2,6-dicyclopropyl-4-oxopyrazolo[1,5-a][1,3]thiazolo[5,4-e]pyrimidin-5(4H)-yl)-N-(5-fluoropyridin-2-yl)acetamide